N-(4-(4-fluorophenyl)pyridin-3-yl)-2-(phenylamino)pyrimidine-4-carboxamide FC1=CC=C(C=C1)C1=C(C=NC=C1)NC(=O)C1=NC(=NC=C1)NC1=CC=CC=C1